2-(2-(dimethylamino)ethoxy)-N1-(4-methoxybenzyl)benzene-1,3-diamine CN(CCOC1=C(C=CC=C1N)NCC1=CC=C(C=C1)OC)C